NC=1C=C(C=C(C1)C(F)(F)F)[C@@H](C)NC1=NC(=NC2=CC3=C(C=C12)O[C@H](COCCO3)CC)C (S)-N-((R)-1-(3-amino-5-(trifluoromethyl)phenyl)ethyl)-7-ethyl-2-methyl-7,8,10,11-tetrahydro-[1,4,7]trioxonino[2,3-g]quinazolin-4-amine